1,2-dibenzylethylenimine C(C1=CC=CC=C1)N1C(C1)CC1=CC=CC=C1